cyclopentyl-(o-tolyl)methanol C1(CCCC1)C(O)C1=C(C=CC=C1)C